C(C)C=1C(=C(N(C1C(C(NC1CCN(CC1)C=1N=NC=CC1)=O)=O)C)C)C(=O)NC1=CC(=C(C=C1)F)C 4-ethyl-N-(4-fluoro-3-methylphenyl)-1,2-dimethyl-5-(2-oxo-2-((1-(pyridazin-3-yl)piperidin-4-yl)amino)acetyl)-1H-pyrrole-3-carboxamide